Cl.Cl.FC(C1=CC=C(C=C1)NC1CCNCC1)(F)F N-(4-(trifluoromethyl)phenyl)piperidin-4-amine 2HCl